(3-(2-(4,5-Dimethyl-1H-imidazol-2-yl)pyridin-4-yl)-5,6-dihydropyridin-1(2H)-yl)(phenyl)methanone trifluoroacetate salt FC(C(=O)O)(F)F.CC=1N=C(NC1C)C1=NC=CC(=C1)C=1CN(CCC1)C(=O)C1=CC=CC=C1